COC1=C(C=CC(=C1)OC)COC(=O)[C@@H]1[C@@H](CCC1)C(=O)O (1R,2S)-2-[(2,4-Dimethoxyphenyl)methoxycarbonyl]cyclopentane-carboxylic acid